C(CCCCCCCCCCC)(=O)[O-].[Fe+2].C(CCCCCCCCCCC)(=O)[O-] ferrous dodecanoate